tert-butyl 3,3-difluoro-4-[(1S)-4-[3-amino-6-[2-(methoxymethoxy)phenyl]pyridazin-4-yl]pyrazol-1-yl]piperidine-1-carboxylate FC1(CN(CCC1N1N=CC(=C1)C1=C(N=NC(=C1)C1=C(C=CC=C1)OCOC)N)C(=O)OC(C)(C)C)F